C(N)(=O)C=1C=CC=2N(C1)C(=CN2)C(=O)NC=2C=C(C=C(C2C)F)C2=NC(=NO2)C2CN(C2)C(=O)OC methyl 3-(5-(3-(6-carbamoylimidazo[1,2-a]pyridine-3-carboxamido)-5-fluoro-4-methylphenyl)-1,2,4-oxadiazol-3-yl)azetidine-1-carboxylate